N=1C=C(N2N=CC=CC21)C#CC=2C=C(C(=O)NC1=CC(=C(C=C1)N1C=NC(=C1)C)C(F)(F)F)C=CC2C 3-(imidazo[1,2-b]pyridazin-3-ylethynyl)-4-methyl-N-(4-(4-methyl-1H-imidazol-1-yl)-3-(trifluoromethyl)phenyl)benzamide